COC1CCN(CC1)C(=O)NC(C)C1=CC=C(C=C1)NC(OCC1=CC=C(C=C1)Cl)=O 4-chlorobenzyl (4-(1-(4-methoxypiperidine-1-carboxamido)ethyl)phenyl)carbamate